COC(/C(=C/OC)/OC1=C(C=CC(=C1)N1N=C(C=C1)C1CCC1)C)=O (Z)-2-[5-(3-cyclobutylpyrazol-1-yl)-2-methyl-phenoxy]-3-methoxy-prop-2-enoic acid methyl ester